(3-chlorothiophen-2-yl)(2-(3'-hydroxy-[1,1'-biphenyl]-2-yl)pyrrolidin-1-yl)methanone ClC1=C(SC=C1)C(=O)N1C(CCC1)C1=C(C=CC=C1)C1=CC(=CC=C1)O